CS(=O)(=O)CCOC=1C=C(C=CC1)C(C)N1C=NC2=CC=C(C=C2C1=O)C=1C=NN(C1)C1OCCCC1 3-(1-(3-(2-(methylsulfonyl)ethoxy)phenyl)ethyl)-6-(1-(tetrahydro-2H-pyran-2-yl)-1H-pyrazol-4-yl)quinazolin-4(3H)-one